6-(2-chloro-6-fluorophenyl)-2-[(1,1,2-trimethyl-2,3-dihydro-1H-isoindol-5-yl)amino]imidazo[1,2-a]pyrimido[5,4-e]pyrimidin-5(6H)-one ClC1=C(C(=CC=C1)F)N1C=2N(C3=C(C1=O)C=NC(=N3)NC=3C=C1CN(C(C1=CC3)(C)C)C)C=CN2